CC(CCCCCC[Mg]I)CCCCCCCCCCCCCCCC 7-methyl-tricosyl-magnesium iodide